2-(4-{2-[(1S,4S)-5-Acetyl-2,5-diazabicyclo[2.2.1]hept-2-yl]ethoxy}phenoxy)[1,3]thiazolo[5,4-b]pyridine C(C)(=O)N1[C@@H]2CN([C@H](C1)C2)CCOC2=CC=C(OC=1SC3=NC=CC=C3N1)C=C2